tert-Butyl (((3S,5S)-1-benzyl-5-((3,6-bis(4-fluorophenyl)-1H-indole-2-carboxamido)methyl)pyrrolidin-3-yl)methyl)carbamate C(C1=CC=CC=C1)N1C[C@@H](C[C@H]1CNC(=O)C=1NC2=CC(=CC=C2C1C1=CC=C(C=C1)F)C1=CC=C(C=C1)F)CNC(OC(C)(C)C)=O